6-cyclobutyl-2-(4,4-difluoroazepan-1-yl)-N-(2-sulfamoylpyridin-4-yl)nicotinamide C1(CCC1)C1=NC(=C(C(=O)NC2=CC(=NC=C2)S(N)(=O)=O)C=C1)N1CCC(CCC1)(F)F